O=C1N(C(CC1)=O)OC(CCCC(=O)ON1C(CCC1=O)=O)=O Pentanedioic acid bis-(2,5-dioxo-pyrrolidin-1-yl)ester